C(O[C@@H]1[C@H](O[C@H]([C@H]1F)N1C2=NC(=NC(=C2N=C1)OCCCC)Cl)CO)(OC(C)(C)C)=O (2R,3R,4S,5R)-5-(6-butoxy-2-chloro-9H-purin-9-yl)-4-fluoro-2-(hydroxymethyl)tetra-hydrofuran-3-yl tert-butyl carbonate